COC1=C(C=CC(=C1)S(=O)(=O)C)NCC#CC=1N(C=2C=CC=C(C2C1)NC1CCN(CC1)CC1OCCC1)CC(F)(F)F 2-(3-((2-methoxy-4-(methylsulfonyl)phenyl)amino)prop-1-yn-1-yl)-N-(1-((tetrahydrofuran-2-yl)methyl)piperidin-4-yl)-1-(2,2,2-trifluoroethyl)-1H-indol-4-amine